CC1(OC(CC(O1)C)C)C1=CC=CC=C1 2,4,6-trimethyl-2-phenyl-1,3-dioxane